C(CCCCCCC)OC=1C=C(C(=O)NC=2C=C3C(=CNC3=CC2)C=2CC3CCCCN3CC2)C=CC1 5-(3-octyloxybenzoyl)amino-3-(1,4,5,6,7,8,9-heptahydroquinolizin-2-yl)-1H-indole